ClC1=C(CN2COC(=N2)C)C(=CC=C1C(=O)C1=C(CCCC1=O)Cl)S(=O)(=O)C 3-{2-chloro-3-[(2-chloro-6-oxocyclohex-1-enyl)carbonyl]-6-(methylsulfonyl)benzyl}-5-methyl-1,3,4-oxadiazole